2,6-dimethylpiperidinodisilane Phenyl-(S)-P-((((R)-1-(6-amino-9H-purin-9-yl)propan-2-yl)oxy)methyl)-N-((S)-1,1-dipropoxypropan-2-yl)phosphonamidate C1(=CC=CC=C1)O[P@](=O)(N[C@H](C(OCCC)OCCC)C)CO[C@@H](CN1C2=NC=NC(=C2N=C1)N)C.CC1N(C(CCC1)C)[SiH2][SiH3]